C(C1=CC=CC=C1)N1C=C(C=2C1=NC=C(C2Cl)[N+](=O)[O-])C(C(F)(F)F)=O 1-(1-benzyl-4-chloro-5-nitro-1H-pyrrolo[2,3-b]pyridin-3-yl)-2,2,2-trifluoroethanone